1-(2-methylphenyl)aminocyclobutanecarbonitrile CC1=C(C=CC=C1)NC1(CCC1)C#N